C(#N)C=1C=NN2C1C(=CC(=C2)C=2C=NN(C2C)CC2CCN(CC2)CC(=O)N(C)C)SC2=NC=CC=C2F 2-(4-((4-(3-cyano-4-((3-fluoropyridin-2-yl)thio)pyrazolo[1,5-a]pyridin-6-yl)-5-methyl-1H-pyrazol-1-yl)methyl)piperidin-1-yl)-N,N-dimethylacetamide